ClC1=C(C=CC=C1)C=1N=C(OC1)N 4-(2-chlorophenyl)oxazol-2-amine